FC1=C(C=O)C=CC(=C1)CO 2-fluoro-4-hydroxymethylbenzaldehyde